1-(2-chloro-5-(4-(4-hydroxybutyl)piperazine-1-yl)phenyl)dihydropyrimidine-2,4(1H,3H)-dione ClC1=C(C=C(C=C1)N1CCN(CC1)CCCCO)N1C(NC(CC1)=O)=O